dihydro-2H-pyran-4(3H)-one O1CCC(CC1)=O